C(C1=CC=CC=C1)OC1=C(C=CC2=C1C[C@H]1CCCN([C@@H]1C2)CCC)O (4aR,10aR)-6-benzyloxy-1-propyl-1,2,3,4,4a,5,10,10a-octahydrobenzo[g]quinolin-7-ol